OC[C@@H](C(C)=O)CCCCC (S)-3-(hydroxymethyl)octan-2-one